triisoprene aluminum [Al].C=CC(C)=C.C=CC(C)=C.C=CC(C)=C